3-methyl-5-chloro-N,N-dimethyl-2-methylaminobenzamide CC=1C(=C(C(=O)N(C)C)C=C(C1)Cl)NC